[Se].[Ag].[Pd] Palladium-silver-selenium